C(C)(C)C1N2C(C=3C4=C(C(=CC3C1)C=1SC=CC1)OCC4)=CC(C(=C2)C(=O)O)=O 7-isopropyl-11-oxo-4-(thiophen-2-yl)-2,6,7,11-tetrahydro-1H-furo[2,3-H]pyrido[2,1-a]isoquinoline-10-carboxylic acid